benzyl-5'-((triisopropylsilyl)ethynyl)spiro[indoline-3,1'-pyrrolo[3,2,1-ij]quinazoline]-2,3'(2'H)-dione C(C1=CC=CC=C1)N1C(N2C3=C(C=CC=C3C13C(NC1=CC=CC=C13)=O)C=C2C#C[Si](C(C)C)(C(C)C)C(C)C)=O